OC1=NNC2=NC=C(C=C21)OC2=CC=C(C=C2)N2C(N(CC2=O)C=2C=NC=C(C2)C(F)(F)F)=O 3-{4-[(3-hydroxy-1H-pyrazolo[3,4-b]pyridin-5-yl)oxy]phenyl}-1-[5-(trifluoromethyl)-3-pyridinyl]-2,4-imidazolidinedione